2-(2-(4-hydroxyphenyl)-1H-benzimidazol-5-yl)-5-(morpholin-4-yl)isoindolin-1-one OC1=CC=C(C=C1)C1=NC2=C(N1)C=CC(=C2)N2C(C1=CC=C(C=C1C2)N2CCOCC2)=O